2,6-dimethyl-4-[2-(2-thienyl)vinyl]phenol CC1=C(C(=CC(=C1)C=CC=1SC=CC1)C)O